BrC1=CC=C(C=C1)C=1N=C(SC1)NC(=O)C1=C(SC=C1)NC(C(F)(F)F)=O N-(4-(4-Bromophenyl)thiazol-2-yl)-2-(2,2,2-trifluoroacetamido)thiophene-3-carboxamide